4-[1-[[4-[(3R)-3-(3-Methoxyphenoxy)pyrrolidin-1-yl]tetrahydropyran-4-carbonyl]amino]cyclopropyl]benzoic acid, hydrochloride Cl.COC=1C=C(O[C@H]2CN(CC2)C2(CCOCC2)C(=O)NC2(CC2)C2=CC=C(C(=O)O)C=C2)C=CC1